N-(6-chlorobenzo[d]thiazol-2-yl)-2-(3,4-dihydroxyphenyl)acetamide ClC1=CC2=C(N=C(S2)NC(CC2=CC(=C(C=C2)O)O)=O)C=C1